3,3-bis(4-cyanatophenyl)-N-phenylphthalimide O(C#N)C1=CC=C(C=C1)C1(C2C(C(=O)N(C2=O)C2=CC=CC=C2)=CC=C1)C1=CC=C(C=C1)OC#N